4-[4-(3,4-methylenedioxyphenyl)-5-(2-pyridinyl)-1H-imidazol-2-yl]benzamide C1OC=2C=C(C=CC2O1)C=1N=C(NC1C1=NC=CC=C1)C1=CC=C(C(=O)N)C=C1